BrC=1C=C(C=CC1NCC1=C(C=CC=C1)C(F)(F)F)S(=O)(=O)NC 3-bromo-N-methyl-4-[[2-(trifluoromethyl)phenyl]methylamino]benzenesulfonamide